1-(5-hexenyl)imidazole C(CCCC=C)N1C=NC=C1